1-bromo-2,4-difluoro-3-trifluoromethylbenzene BrC1=C(C(=C(C=C1)F)C(F)(F)F)F